(R)-6-(4-phenoxyphenyl)-4-(1-propenylpiperidin-3-yl)-pyrrole O(C1=CC=CC=C1)C1=CC=C(C=C1)C1CC[C@@H](CN1C=CC)C=1C=CNC1